2-Acetamido-6-(oxazol-5-yl)-7-oxo-6-phenyl-4,5,6,7-tetrahydrobenzo[b]thiophene-3-carboxylic acid C(C)(=O)NC1=C(C2=C(S1)C(C(CC2)(C2=CC=CC=C2)C2=CN=CO2)=O)C(=O)O